4-[[7-isopropyl-5-(p-tolylsulfonyl)pyrrolo-[2,3-b]pyrazin-2-yl]methyl]-3,5-dimethyl-phenol C(C)(C)C1=CN(C2=NC=C(N=C21)CC2=C(C=C(C=C2C)O)C)S(=O)(=O)C2=CC=C(C=C2)C